ClCC(CN)O 3-chloro-2-hydroxypropylamine